FC1=C2C(=CN=C1N1CCC(CC1)NCC(CC)(C)OC)NC(=C2C(C)C)C=2C=C(C=1N(C2)N=CN1)OC 1-(4-fluoro-3-isopropyl-2-(8-methoxy-[1,2,4]triazolo[1,5-a]pyridin-6-yl)-1H-pyrrolo[2,3-c]pyridin-5-yl)-N-((3-methyloxybutan-3-yl)methyl)piperidin-4-amine